5-tert-Butyl 3-ethyl 2-{[1-(methanesulfonyl)aziridin-2-yl]methyl}-2,4,6,7-tetrahydro-5H-pyrazolo[4,3-c]pyridine-3,5-dicarboxylate CS(=O)(=O)N1C(C1)CN1N=C2C(CN(CC2)C(=O)OC(C)(C)C)=C1C(=O)OCC